FC=1C(=C(C=CC1F)C1CCN(CC1)C(=O)C=1C2=C(NN1)CN(C2)C(C(C)C)=O)CC(F)(F)F 1-(3-(4-(3,4-difluoro-2-(trifluoroethyl)phenyl)piperidine-1-carbonyl)pyrrolo[3,4-c]pyrazol-5(1H,4H,6H)-yl)-2-methylpropan-1-one